C(C1=CC=CC=C1)N1C2=C(SCC1=O)C=CC(=C2)NC(=O)NC2=CC=C(C=C2)F 1-(4-benzyl-3-oxo-3,4-dihydro-2H-benzo[b][1,4]thiazin-6-yl)-3-(4-fluorophenyl)urea